methyl 4-((3,5-dicyclohexylphenyl) (methyl) amino)-3-methoxybenzoate C1(CCCCC1)C=1C=C(C=C(C1)C1CCCCC1)N(C1=C(C=C(C(=O)OC)C=C1)OC)C